2-(5-fluoro-1-hydroxypentyl)-5-methylbenzoic acid FCCCCC(O)C1=C(C(=O)O)C=C(C=C1)C